BrC1=CC=C(C=C1)C[C@H](C(=O)O)NC(=O)OC(C)(C)C (R)-3-(4-bromophenyl)-2-((tert-butoxycarbonyl)amino)propionic acid